NC=1N=C(SC1C(C1=CC=C(C=C1)C#N)=O)N(C1=CC=C(C=C1)F)C(C(=O)N)C (N-[4-amino-5-(4-cyanobenzoyl)thiazol-2-yl]-4-fluoro-anilino)propionamide